1-(cinnamylsulfonyl)-4-methylbenzene C(C=CC1=CC=CC=C1)S(=O)(=O)C1=CC=C(C=C1)C